NC1=CC(=NO1)C1CCN(CC1)C(=O)C1=CC(=C(C=C1)C(F)(F)F)F (4-(5-aminoisoxazol-3-yl)piperidin-1-yl)(3-fluoro-4-(trifluoromethyl)phenyl)methanone